CC(C)(C#CC(C)(OOOOOOC(C)(C)C)C)OOOOOOC(C)(C)C 2,5-dimethyl-2,5-di(tert-butylperoxyperoxyperoxy)hexyne